thiomorpholin-1-ium trifluoromethanesulfonate FC(S(=O)(=O)[O-])(F)F.N1CC[SH+]CC1